1-(benzyloxyl)-3-(1-cyclopropylvinyl)benzene C(C1=CC=CC=C1)OC1=CC(=CC=C1)C(=C)C1CC1